N-(4-aminophenylethyl)thiazolo[5,4-d]pyrimidin-7-amine NC1=CC=C(C=C1)CCNC=1C2=C(N=CN1)SC=N2